BrC=1C=C(C=C(C1)F)N(C1=NC=2N(C3=CC=C(C=C13)F)N=NN2)C N-(3-bromo-5-fluorophenyl)-7-fluoro-N-methyltetrazolo[1,5-a]quinazolin-5-amine